C(C)(C)(C)OC(N[C@H](C(=O)N[C@H](C(=O)NC1=CC=C(C=C1)CCl)CCCNC(=O)N)C(C)C)=O ((S)-1-(((S)-1-((4-(chloromethyl)phenyl)amino)-1-oxo-5-ureidopent-2-yl)amino)-3-methyl-1-oxobutan-2-yl)carbamic acid tert-butyl ester